2-chloro-N-(4-(1,1,1,3,3,3-hexafluoro-2-hydroxypropan-2-yl)-3-methoxyphenyl)benzamide ClC1=C(C(=O)NC2=CC(=C(C=C2)C(C(F)(F)F)(C(F)(F)F)O)OC)C=CC=C1